2-hydroxy-4-(5-methylpyridin-3-yl)cyclohepta-2,4,6-trien-1-one OC=1C(C=CC=C(C1)C=1C=NC=C(C1)C)=O